((2S,5R)-5-ethyl-4-(1-(4-fluoro-2-(trifluoromethyl)phenyl)ethyl)-2-methylpiperazin-1-yl)-4-methyl-2,4-dihydro-5H-pyrazolo[4,3-b]pyridin-5-one C(C)[C@H]1N(C[C@@H](N(C1)N1N=C2C(N(C(C=C2)=O)C)=C1)C)C(C)C1=C(C=C(C=C1)F)C(F)(F)F